C(OC1=C(C=CC=C1)F)(OC1=C(C=CC=C1)F)=O di(fluorophenyl) carbonate